C1NCC12CC(C2)CC=2C(NC=C(C2)C(F)(F)F)=O 3-(2-azaspiro[3.3]-heptan-6-ylmethyl)-5-(trifluoromethyl)-1H-pyridin-2-one